FC1=C(C=C(C=C1)NC(=O)[C@H]1[C@H]/2CC[C@@H]([C@H]1NC(C1=C(C=CC(=C1)C1COCC1)OC)=O)\C2=C/C(F)(F)F)C(F)(F)F (1R,2S,3R,4R,Z)-N-(4-fluoro-3-(trifluoromethyl)phenyl)-3-(2-methoxy-5-(tetrahydrofuran-3-yl)benzamido)-7-(2,2,2-trifluoroethylidene)bicyclo[2.2.1]heptane-2-carboxamide